(4-(8-(4-cyano-5-cyclopropyl-2-ethoxybenzyl)-2-oxo-1-oxa-3,8-diazaspiro[4.5]decan-3-yl)phenyl)(methyl)phosphinic acid C(#N)C1=CC(=C(CN2CCC3(CN(C(O3)=O)C3=CC=C(C=C3)P(O)(=O)C)CC2)C=C1C1CC1)OCC